isopentacosyl isocyanate C(CCCCCCCCCCCCCCCCCCCCCC(C)C)N=C=O